2-(naphthalene-2-yl)-4,6-bis(4-oxazolo[4,5-b]pyridin-2-yl-phenyl)-benzoxazole C1=C(C=CC2=CC=CC=C12)C=1OC2=C(N1)C(=CC(=C2)C2=CC=C(C=C2)C=2OC=1C(=NC=CC1)N2)C2=CC=C(C=C2)C=2OC=1C(=NC=CC1)N2